(S)-9-bromo-8-chloro-10-fluoro-2-(((2R,7aS)-2-fluorotetrahydro-1H-pyrrolizin-7a(5H)-yl)methoxy)-5-methyl-5,6-dihydro-4H-[1,4]oxazepino[5,6,7-de]quinazoline BrC=1C(=C2C=3C(=NC(=NC3C1F)OC[C@]13CCCN3C[C@@H](C1)F)N[C@H](CO2)C)Cl